2-(3-(trifluoromethoxy)phenyl)ethan-1-amine FC(OC=1C=C(C=CC1)CCN)(F)F